tert-butyl 4-[6-chloro-2-(2-methylpyrrolidin-1-yl)pyrimidin-4-yl]piperazine-1-carboxylate ClC1=CC(=NC(=N1)N1C(CCC1)C)N1CCN(CC1)C(=O)OC(C)(C)C